N1=CC=C(C2=CN=CC=C12)C#N [1,6]naphthyridine-4-carbonitrile